FC(C1=NN(C=C1C(=O)N)C)F 3-(difluoromethyl)-1-methylpyrazole-4-carboxamide